(S)-5-(8-(1,3-dimethyl-2-oxo-2,3-dihydro-1H-benzo[d]imidazol-5-yl)isoquinolin-3-yl)-N-(3-(4-(2,6-dioxopiperidin-3-yl)benzofuran-2-yl)prop-2-yn-1-yl)picolinamide CN1C(N(C2=C1C=CC(=C2)C=2C=CC=C1C=C(N=CC21)C=2C=CC(=NC2)C(=O)NCC#CC=2OC1=C(C2)C(=CC=C1)[C@H]1C(NC(CC1)=O)=O)C)=O